C1=NC=CC2=CC(=CC=C12)COC1=CC=CC(=N1)C1CCN(CC1)CC1=NC=2C(=NC(=CC2)C(=O)O)N1C[C@H]1OCC1 (S)-2-((4-(6-((isoquinolin-6-yl)methoxy)pyridin-2-yl)piperidin-1-yl)methyl)-3-((oxetan-2-yl)methyl)-3H-imidazo[4,5-b]pyridine-5-carboxylic acid